octadecyl-3,5-di-tert-butyl-4-hydroxyhydrocinnamate C(CCCCCCCCCCCCCCCCC)OC(CCC1=CC(=C(C(=C1)C(C)(C)C)O)C(C)(C)C)=O